1-(4-{6-[3-(1,1-difluoroethyl)-7-methylimidazo[4,5-c]pyridazin-6-yl]-5-(ethanesulfonyl)pyridin-3-yl}phenyl)cyclopropane-1-carbonitrile FC(C)(F)C1=CC2=C(N=N1)N(C(=N2)C2=C(C=C(C=N2)C2=CC=C(C=C2)C2(CC2)C#N)S(=O)(=O)CC)C